4-[tert-butoxycarbonyl-[5-[3-[4-[3-(dimethylamino)prop-1-ynyl]-2-fluoro-phenoxy]propyl]-4-methoxycarbonyl-thiazol-2-yl]amino]butane-1-sulfonic acid C(C)(C)(C)OC(=O)N(CCCCS(=O)(=O)O)C=1SC(=C(N1)C(=O)OC)CCCOC1=C(C=C(C=C1)C#CCN(C)C)F